CC=1C=C(C=CC1)S(=O)(=O)[O-] 3-methylbenzensulfonat